(R)-5-(8-methoxy-[1,2,4]triazolo[1,5-a]pyridin-6-yl)-6-methyl-1-(piperidin-3-yl)-1,3-dihydro-2H-benzo[d]imidazol-2-one COC=1C=2N(C=C(C1)C1=CC3=C(N(C(N3)=O)[C@H]3CNCCC3)C=C1C)N=CN2